1-(1-(3-(2-hydroxyethoxy)phenyl)ethyl)-N3-methyl-N5-((1S,2S)-2-methylcyclopropyl)-1H-pyrazole-3,5-dicarboxamide OCCOC=1C=C(C=CC1)C(C)N1N=C(C=C1C(=O)N[C@@H]1[C@H](C1)C)C(=O)NC